CC1=C(C=C(C#N)C=C1)NC1=NC=C2N(C(N(C2=N1)C1CCOCC1)=O)C 4-methyl-3-((7-methyl-8-oxo-9-(tetrahydro-2H-pyran-4-yl)-8,9-dihydro-7H-purin-2-yl)amino)benzonitrile